2,2'-azobis(4-cyanovaleric acid) N(=NC(C(=O)O)CC(C)C#N)C(C(=O)O)CC(C)C#N